5-(5-(3,5-dichlorophenyl)-5-(trifluoromethyl)-4,5-dihydroisoxazol-3-yl)-N,3-dimethyl-5,6-dihydro-4H-thieno[2,3-c]pyrrole-2-carboxamide ClC=1C=C(C=C(C1)Cl)C1(CC(=NO1)N1CC2=C(C1)C(=C(S2)C(=O)NC)C)C(F)(F)F